2-methyl-N-{1-[6-(trifluoromethyl)pyridin-2-yl]ethyl}propane-2-sulfinamide CC(C)(C)S(=O)NC(C)C1=NC(=CC=C1)C(F)(F)F